ClC1=CC(=CC2=C(C=C(C=C12)C(=O)O)Cl)C(=O)O 4,8-dichloro-2,6-naphthalenedicarboxylic acid